FC1([C@H](COC1)NC(N([C@@H](CC)C1=CC=NC=C1)C)=O)F 3-[(3S)-4,4-difluorotetrahydrofuran-3-yl]-1-methyl-1-[(1S)-1-(4-pyridyl)propyl]urea